(6-cyanopyridin-3-yl)glycine C(#N)C1=CC=C(C=N1)NCC(=O)O